N=1ON=C2N=CC(=CC21)C2=CC1=C(N=C3COCC(N31)C3=CC=CC=C3)C=C2 7-([1,2,5]oxadiazolo[3,4-b]pyridin-6-yl)-4-phenyl-3,4-dihydro-1H-benzo[4,5]imidazo[2,1-c][1,4]oxazine